6,6-dimethyl-4,5,6,7-tetrahydro-1H-indazole-3-carboxylic acid ethyl ester C(C)OC(=O)C1=NNC=2CC(CCC12)(C)C